2,2-bis[3,5-dibromo-4-(2,3-dibromopropoxy)phenyl]propane BrC=1C=C(C=C(C1OCC(CBr)Br)Br)C(C)(C)C1=CC(=C(C(=C1)Br)OCC(CBr)Br)Br